BrC=1C(=CC=2N(C1)C=C(N2)C2CCN(CC2)C(=O)OC(C)(C)C)OC tert-butyl 4-(6-bromo-7-methoxyimidazo[1,2-a]pyridin-2-yl)piperidine-1-carboxylate